OCCP(OCC)(OCC)=O diethyl (2-hydroxyethyl)phosphonate